C(C)N1C(NC=2C=CC=NC2C=2C=CC=NC12)=O 10-ethyl-3,8,10,12-tetraazatricyclo[9.4.0.02,7]pentadeca-1(11),2(7),3,5,12,14-hexaen-9-one